CN(S(=O)(=O)NC1=CC=CC=C1)C dimethyl-phenyl-sulfamide